formamido-3,5-dicarboxy-1,1'-biphenyl C(=O)NC1=C(C=C(C=C1C(=O)O)C(=O)O)C1=CC=CC=C1